5-(2-bromo-4,5-difluoro-phenoxy)-4-chloro-pyrimidine BrC1=C(OC=2C(=NC=NC2)Cl)C=C(C(=C1)F)F